C(C)NC(=O)N1[C@H]([C@H](CCC1)NC(C(=O)N(C)C)=O)CO[C@@H]1CC[C@@H](CC1)C1=CC(=CC=C1)F N~2~-[cis-1-(ethylcarbamoyl)-2-({[cis-4-(3-fluorophenyl)cyclohexyl]oxy}methyl)piperidin-3-yl]-N~1~,N~1~-dimethylethanediamide